C(#N)COC(C(F)(F)F)C1=CC=C(C2=C1N=C(O2)N2CC1CCC(C2)N1C(=O)OC(C)(C)C)C=1SC=CN1 tert-Butyl 3-(4-(1-(cyanomethoxy)-2,2,2-trifluoroethyl)-7-(thiazol-2-yl)benzo[d]oxazol-2-yl)-3,8-diazabicyclo[3.2.1]octane-8-carboxylate